1-(3-(4-(bis(propylsulfanyl)methyl)-2-methoxyphenoxy)propyl)-4-((2-chlorophenyl)sulfonyl)piperazine C(CC)SC(C1=CC(=C(OCCCN2CCN(CC2)S(=O)(=O)C2=C(C=CC=C2)Cl)C=C1)OC)SCCC